C(=O)C1=CC2=C(N=C(N=C2)NC2=C(C=C(C(=O)NC)C=C2)OC)N1CC1=NC=CN=C1N(S(=O)(=O)C)C 4-((6-formyl-7-((3-(N-methylmethylsulfonamido)pyrazin-2-yl)methyl)-7H-pyrrolo[2,3-d]pyrimidine-2-yl)amino)-3-methoxy-N-methylbenzamide